chloro-[2-fluoro-4-(trifluoromethyl)phenyl]zinc Cl[Zn]C1=C(C=C(C=C1)C(F)(F)F)F